BrCC1=C(C(=O)OC)C=C(C=C1[N+](=O)[O-])C(C)(F)F methyl 2-(bromomethyl)-5-(1,1-difluoroethyl)-3-nitrobenzoate